phenyl (4-((1r,4r)-4-((tert-butoxycarbonyl)amino) cyclohexyl) phenyl)carbamate C(C)(C)(C)OC(=O)NC1CCC(CC1)C1=CC=C(C=C1)NC(OC1=CC=CC=C1)=O